(S)-2-(1-amino-7-(7-fluoroimidazo[1,2-a]pyridin-3-yl)isoquinolin-4-yl)-N,N-Dimethyl-4,5,6,7-tetrahydrobenzo[d]thiazol-4-amine NC1=NC=C(C2=CC=C(C=C12)C1=CN=C2N1C=CC(=C2)F)C=2SC1=C(N2)[C@H](CCC1)N(C)C